((4-(2-methylphenoxy)phenyl)imino)-4-phenylthiazole CC1=C(OC2=CC=C(C=C2)N=S2C=NC(=C2)C2=CC=CC=C2)C=CC=C1